[6-(3-cyclopropyl-1,2,4-triazol-1-yl)-2-azaspiro[3.3]heptan-2-yl]-[5-methyl-6-[[1-(trifluoromethyl)cyclopropyl]methoxy]-3-pyridyl]methanone C1(CC1)C1=NN(C=N1)C1CC2(CN(C2)C(=O)C=2C=NC(=C(C2)C)OCC2(CC2)C(F)(F)F)C1